({[(2R,3S,4R,5R)-5-[2-chloro-6-(cyclopentylamino)-9H-purin-9-yl]-3,4-dihydroxyoxocyclopent-2-yl]methoxy}methyl)(phenoxy)phosphinic acid ClC1=NC(=C2N=CN(C2=N1)[C@@H]1[C@H]([C@H]([C@H](C1=O)COCP(O)(=O)OC1=CC=CC=C1)O)O)NC1CCCC1